(S)-(1-(5-chloro-2-ethoxyphenethyl)pyrrolidin-3-yl)methanamine disuccinate C(CCC(=O)O)(=O)O.C(CCC(=O)O)(=O)O.ClC=1C=CC(=C(CCN2C[C@@H](CC2)CN)C1)OCC